FC(C1=CC=2C[C@H]3OCCN[C@H]3C2C=C1F)F (4aS,9aR)-7-(difluoromethyl)-6-fluoro-2,3,4,4a,9,9a-hexahydroindeno[2,1-b][1,4]oxazine